20-(Hydroxymethyl)-pregn-7-en-3-ol OCC(C)[C@H]1CC[C@H]2C3=CCC4CC(CC[C@]4(C)[C@H]3CC[C@]12C)O